benzofurano-benzothiophene S1C=CC2=C1C1=C(C=C2)OC2=C1C=CC=C2